Racemic-tert-butyl 3,3-difluoro-4-(4-nitrophenyl)piperidine-1-carboxylate FC1(CN(CC[C@@H]1C1=CC=C(C=C1)[N+](=O)[O-])C(=O)OC(C)(C)C)F |r|